The molecule is an apo carotenoid compound arising from oxidative degradation of the beta,beta-carotene skeleton at the 1'- and 6'-positions. It has a role as a food colouring. It is an apo carotenoid and an enone. CC1=C(C(CCC1)(C)C)/C=C/C(=C/C=C/C(=C/C=C/C=C(\\C)/C=C/C=C(\\C)/C=C/C(=O)C)/C)/C